SC=1NC(C2=C(N1)CCOC2)=O 2-Sulfanyl-3H,5H,7H,8H-pyrano[4,3-d]pyrimidin-4-one